ClC=1C(=NC=C(C1)F)CN1N=C2N([C@@H](CCC2)C(=O)N2C[C@H](CC2)F)C1=O (5S)-2-[(3-Chloro-5-fluoropyridin-2-yl)methyl]-5-{[(3S)-3-fluoropyrrolidin-1-yl]carbonyl}-5,6,7,8-tetrahydro[1,2,4]triazolo[4,3-a]pyridin-3(2H)-one